methyl (2S)-2-([1-[(2-chlorophenyl) methyl]-5-(3-methoxyphenyl)-1H-pyrazol-3-yl] methoxy)-2-methylbutyrate ClC1=C(C=CC=C1)CN1N=C(C=C1C1=CC(=CC=C1)OC)CO[C@](C(=O)OC)(CC)C